tris-[2-(3,4-epoxycyclohexyl)ethyl]phenylsilane bis{3,4,6-trichloro-2-[(2-methylbutoxy)carbonyl]phenyl}oxalate ClC=1C(=C(C(=CC1Cl)Cl)OC(C(=O)OC1=C(C(=C(C=C1Cl)Cl)Cl)C(=O)OCC(CC)C)=O)C(=O)OCC(CC)C.C1(CC2C(CC1)O2)CC[Si](C2=CC=CC=C2)(CCC2CC1C(CC2)O1)CCC1CC2C(CC1)O2